C(C1=CC=CC=C1)N1C(NC2=CC=CC=C2C1=O)=O 3-Benzylquinazoline-2,4(1H,3H)-dione